C(CCCCCCC)C(C(=O)OCCCCCCN(CCN1CCN(CC1)CCN(CCCCCCOC(C(CCCCCCCCCC)CCCCCCCC)=O)CCCCCCOC(C(CCCCCCCCCC)CCCCCCCC)=O)CCCCCCOC(C(CCCCCCCCCC)CCCCCCCC)=O)CCCCCCCCCC ((piperazine-1,4-diylbis(ethane-2,1-diyl))bis(azanetriyl))tetrakis(hexane-6,1-diyl) tetrakis(2-octyldodecanoate)